5-chloro-4-[8-fluoro-2-{[(2R,7aS)-2-fluorotetrahydro-1H-pyrrolizin-7a(5H)-yl]methoxy}-4-(8-oxa-3-azabicyclo[3.2.1]octan-3-yl)pyrido[4,3-d]pyrimidin-7-yl]-6-methylquinazolin-2-amine ClC1=C2C(=NC(=NC2=CC=C1C)N)C1=C(C=2N=C(N=C(C2C=N1)N1CC2CCC(C1)O2)OC[C@]21CCCN1C[C@@H](C2)F)F